1,1'-((3as,6as)-octahydropentalene-2,5-diyl)bis(1-methylpiperidin-1-ium) C1C(CC2CC(CC12)[N+]1(CCCCC1)C)[N+]1(CCCCC1)C